3-(2'-ethyl-4'-methoxybiphenyl-4-yl)alanine C(C)C1=C(C=CC(=C1)OC)C1=CC=C(C=C1)C[C@H](N)C(=O)O